(2-Cyclohexylquinolin-8-yl)-6-ethylpyridin-2-amine C1(CCCCC1)C1=NC2=C(C=CC=C2C=C1)C=1C(=NC(=CC1)CC)N